phenyl(naphthobenzofuranyl)anthracene-d C1(=CC=CC=C1)C=1C(=C(C2=CC3=CC=CC=C3C=C2C1)[2H])C1=COC=2C1=CC=C1C2C=CC2=CC=CC=C21